C([O-])([O-])=O.[Li+].[Li+] Lithium Carbonate salt